Bromo-tris-pyrrolidino-phosphonium hexafluoro-phosphate F[P-](F)(F)(F)(F)F.Br[P+](N1CCCC1)(N1CCCC1)N1CCCC1